BrC=1C=C(C=C2C(N(C(=NC12)N1CC2=CC=CC=C2C1)CC)=O)C 8-bromo-3-ethyl-2-(isoindolin-2-yl)-6-methylquinazolin-4(3H)-one